2-(4-(tert-butyl)phenyl)-4-(thiazol-5-ylmethylene)oxazol-5(4H)-one C(C)(C)(C)C1=CC=C(C=C1)C=1OC(C(N1)=CC1=CN=CS1)=O